5-(4-(2-((3-(2,6-dioxopiperidin-3-yl)-1-methyl-1H-indazol-7-yl)oxy)acetyl)-piperazine-1-carbonyl)-1H-pyrrole-2-carboxylic acid O=C1NC(CCC1C1=NN(C2=C(C=CC=C12)OCC(=O)N1CCN(CC1)C(=O)C1=CC=C(N1)C(=O)O)C)=O